2,6-Difluoro-3-(3-methyl-5-(methyl(tetrahydro-2H-pyran-4-yl)amino)-1H-indazol-1-yl)-5-(trifluoromethyl)phenol FC1=C(C(=C(C=C1N1N=C(C2=CC(=CC=C12)N(C1CCOCC1)C)C)C(F)(F)F)F)O